C(=O)(OC(C)(C)C)N1S(OC[C@H]1C)(=O)=O (R)-3-boc-4-methyl-2,2-dioxo-[1,2,3]oxathiazolidine